NC=1C2=C(SC1S(=O)CCOC)C(=C(C=C2C(C)C)C2=NC=CC(N2C)=O)F (3-amino-7-fluoro-4-isopropyl-2-((2-methoxyethyl)sulfinyl)benzo[b]thiophen-6-yl)-3-methylpyrimidin-4(3H)-one